C(C)(C)[Ce] isopropylcerium